C(=O)O.NC(C(=O)N[C@H]1CCC=2C=3C1=C1C(=NC3C=C(C2C)F)C2=CC3=C(C(N2C1)=O)COC([C@]3(O)CC)=O)CN 2,3-diamino-N-((1S,9S)-9-ethyl-5-fluoro-9-hydroxy-4-methyl-10,13-dioxo-2,3,9,10,13,15-hexahydro-1H,12H-benzo[de]pyrano[3',4':6,7]indolizino[1,2-b]quinolin-1-yl)propanamide formate